5-(4,6-diphenyl-1,3,5-triazin-2-yl)-3,4-bis(benzofuro[3,2-a]carbazole-12-yl)-2-phenylbenzonitrile C1(=CC=CC=C1)C1=NC(=NC(=N1)C1=CC=CC=C1)C=1C(=C(C(=C(C#N)C1)C1=CC=CC=C1)N1C2=CC=CC=C2C2=CC=C3C(=C12)C1=C(O3)C=CC=C1)N1C3=CC=CC=C3C3=CC=C2C(=C13)C1=C(O2)C=CC=C1